C(=O)O.FC1=CC(=CC2=CN(N=C12)C)NC(=O)C=1C(=NC(=NC1)N(C1CCNCC1)C)OC N-(7-fluoro-2-methyl-2H-indazol-5-yl)-4-methoxy-2-(methyl-(piperidin-4-yl)amino)pyrimidine-5-carboxamide formate salt